CC1=C(C=NC=C1)C(=O)O 4-methylpyridine-3-carboxylic acid